S1C(=NC2=NC=CN=C21)N thiazolo[4,5-b]pyrazin-2-amine